2-(azetidin-3-yl)acetic acid methyl ester COC(CC1CNC1)=O